N1(CCCCC1)CCN1CC(C2=CC=CC=C12)=NC1=C(C=CC=C1C)C 1-(N-piperidinylethyl)-3-(2,6-dimethylphenyl)iminoindole